BrC1=C2OCCCC3=C(NC(C(S1)=C23)=O)CO 2-bromo-7-(hydroxymethyl)-12-oxa-3-thia-6-azatricyclo[6.4.1.04,13]trideca-1,4(13),7-trien-5-one